2-bromo-6-(4-propyl-4H-1,2,4-triazol-3-yl)pyridine BrC1=NC(=CC=C1)C1=NN=CN1CCC